4-(2-(6-(2-bromo-6-chloro-4-fluorophenyl)-1,1-dioxido-1,2,6-thiadiazinan-2-yl)acetamido)adamantan-1-carboxamide BrC1=C(C(=CC(=C1)F)Cl)N1CCCN(S1(=O)=O)CC(=O)NC1C2CC3(CC(CC1C3)C2)C(=O)N